COC(CCC(=O)OCCOCCO)CC diethylene glycol 2-methoxybutyl-acetate